ClC1=NC2=C(C=C(C(=C2C(=N1)N1CC2CCC(C1)N2C(=O)OC(C)(C)C)Cl)F)F tert-butyl 3-(2,5-dichloro-6,8-difluoroquinazolin-4-yl)-3,8-diazabicyclo[3.2.1]octane-8-carboxylate